3-[1-[4-(benzyloxy)butyl]-4-methyl-1H-benzotriazol-5-yl]prop-2-enoate C(C1=CC=CC=C1)OCCCCN1N=NC2=C1C=CC(=C2C)C=CC(=O)[O-]